C(C)N(C1=CC=C(C=C1)C)CC N,N-diethyl-para-toluidine